C(#N)[C@@H](C[C@H]1C(NCCC1)=O)NC(=O)[C@H]1N([C@H]2CC([C@@H]1CC2)(F)F)C([C@@H](C)NC2=C(C=CC(=C2)F)F)=O (1R,3S,4R)-N-[(1R)-1-cyano-2-[(3S)-2-oxo-3-piperidyl]ethyl]-2-[(2R)-2-(2,5-difluoroanilino)propanoyl]-5,5-difluoro-2-azabicyclo[2.2.2]octane-3-carboxamide